FC(C=1C=C(C=C(C1)C(F)(F)F)[B-](C1=CC(=CC(=C1)C(F)(F)F)C(F)(F)F)(C1=CC(=CC(=C1)C(F)(F)F)C(F)(F)F)C1=CC(=CC(=C1)C(F)(F)F)C(F)(F)F)(F)F.C(CCCCCCC)OC1=CC=C(C=C1)[S+](C1=CC=CC=C1)C1=CC=CC=C1 (4-octyloxyphenyl)diphenyl-sulfonium tetrakis(3,5-bistrifluoromethylphenyl)borate